sodium 3,5-xylenesulfonate C1(=CC(=CC(=C1)C)C)S(=O)(=O)[O-].[Na+]